5-Amino-3-[2-[4-[4-(cyclopropoxy)phenyl]piperazin-1-yl]ethyl]-8-(2-furyl)-1-methyl-[1,2,4]triazolo[5,1-f]purin-2-one NN1C=NC(=C2N3C(N=C12)N(C(N3C)=O)CCN3CCN(CC3)C3=CC=C(C=C3)OC3CC3)C=3OC=CC3